1-(5-(((2S,4S)-1-((4,4-difluorocyclohexyl)methyl)-2-methylpiperidin-4-yl)methyl)pyrazolo[1,5-a]pyridin-3-yl)dihydropyrimidine-2,4(1H,3H)-dione FC1(CCC(CC1)CN1[C@H](C[C@H](CC1)CC1=CC=2N(C=C1)N=CC2N2C(NC(CC2)=O)=O)C)F